(6S,7S)-6-(4-(azetidin-3-yloxy)-2,6-difluorophenyl)-7-cyclopropylmethyl-8-methyl-6,7,8,9-tetrahydro-3H-pyrazolo[3,4-h]isoquinoline N1CC(C1)OC1=CC(=C(C(=C1)F)[C@H]1[C@@H](N(CC=2C3=C(C=CC12)NN=C3)C)CC3CC3)F